(1S)-1-PHENYL-2-PYRIDIN-2-YLETHANAMIN C1(=CC=CC=C1)[C@H](CC1=NC=CC=C1)N